(S)-1-cyano-N-(1-phenyl-1H-1,2,3-triazol-4-yl)pyrrolidine-3-carboxamide Barium-Cobalt [Co].[Ba].C(#N)N1C[C@H](CC1)C(=O)NC=1N=NN(C1)C1=CC=CC=C1